CS(=O)(=O)N1CCC=2C=NC(=CC21)C(=O)N 1-(methylsulfonyl)-2,3-dihydro-1H-pyrrolo[3,2-c]pyridine-6-carboxamide